tert-butyl N-{5-[6-ethyl-2-(methylsulfanyl)pyrimidin-4-yl]-1,3-thiazol-2-yl}-N-{[2-(trimethylsilyl)ethoxy]methyl}carbamate C(C)C1=CC(=NC(=N1)SC)C1=CN=C(S1)N(C(OC(C)(C)C)=O)COCC[Si](C)(C)C